FC1=CC=C(C=C1)C1=NN2C(CN(CC2)C(C)=O)=C1C1=CC(=NC=C1)CC(C)O 1-(2-(4-fluorophenyl)-3-(2-(2-hydroxypropyl)pyridin-4-yl)-6,7-dihydropyrazolo[1,5-a]pyrazin-5(4H)-yl)ethan-1-one